C(C)(C)(C)P(C1=CC=CC=C1)Cl tert-butyl-(phenyl)phosphorus chloride